C1(=CC=CC=C1)C=1C2=C(C(=C(C=3C=CC4=C(C=C(C(C1)=C4C32)NC3=CC=C(C=C3)C3(C2=CC=CC=C2C=2C=CC=CC32)C3=CC=CC=C3)C3CCCCC3)NC3=CC=C(C=C3)C3(C2=CC=CC=C2C=2C=CC=CC32)C3=CC=CC=C3)C3=CC=CC=C3)C3CCCCC3 diphenyl-N,N'-bis[4-(9-phenyl-9H-fluoren-9-yl)phenyl]-3,8-dicyclohexylpyrene-1,6-diamine